C(C)NC=1SC2=C(C(=NNC2=O)C(C)C)N1 2-(ethylamino)-4-isopropylthiazolo[4,5-d]pyridazin-7(6H)-one